CC1=CN=C(S1)C=1C=C(C(=O)N[C@@H](C)C=2C=NC(=NC2)C(F)(F)F)C=C(C1)OC[C@H]1CNCCO1 3-(5-methyl-1,3-thiazol-2-yl)-5-[(2R)-morpholin-2-ylmethoxy]-N-{(1S)-1-[2-(trifluoromethyl)pyrimidin-5-yl]ethyl}benzamide